IC1(C)CC=C(C=C1)I 1,4-diiodotoluene